gallium-zinc alloyl-bromine C(C=C)(=O)Br.[Zn].[Ga]